NC=1C=C(C=C2C=C(N=CC12)NC(=O)C1C(C1)F)N1C(CCC1=O)CC N-[8-amino-6-(2-ethyl-5-oxo-pyrrolidin-1-yl)-3-isoquinolinyl]-2-fluoro-cyclopropanecarboxamide